C1(CC1)S(=O)(=O)C1=CC(=NC=C1)CC(=O)NC1=CC=C(C=C1)C1=NC(=CN=C1)OCC 2-(4-cyclopropanesulfonylpyridin-2-yl)-N-[4-(6-ethoxypyrazin-2-yl)phenyl]acetamide